(E)-3-[4-chloro-2-methyl-6-(methylamino) pyrimidin-5-yl]Prop-2-enoate ClC1=NC(=NC(=C1/C=C/C(=O)[O-])NC)C